[Cl-].N1N=CC(=C1)C1C[NH2+]CCO1 2-(1H-pyrazol-4-yl)morpholin-4-ium chloride